(S)-N-[(1-{2-[1-(4-fluorophenyl)ethylamino]-6-(pyrazin-2-ylamino)pyrimidin-4-yl}azetidin-3-yl)methyl]acetamide FC1=CC=C(C=C1)[C@H](C)NC1=NC(=CC(=N1)N1CC(C1)CNC(C)=O)NC1=NC=CN=C1